C(C)(C)(C)OC(N(CCCCCCCC(=O)NC1=CC=C(C=C1)N[C@@H]1C[C@@H](N(C2=CC=CC=C12)C(CC)=O)C)[C@@H]1C[C@@H](N(C2=CC=CC=C12)C(CC)=O)C)=O |o1:39,41| tert-butyl((2S*,4R*)-2-methyl-1-propionyl-1,2,3,4-tetrahydroquinolin-4-yl)(8-((4-(((2S,4R)-2-methyl-1-propionyl-1,2,3,4-tetrahydroquinolin-4-yl)amino)phenyl)amino)-8-oxooctyl)carbamate